FC(OC=1C=C(C=NC1)C1=NN(C(=N1)C1[C@H]2CC(C[C@@H]12)O)C(C)C)F (1R,5S,6r)-6-(3-(5-(difluoromethoxy)pyridin-3-yl)-1-isopropyl-1H-1,2,4-triazol-5-yl)bicyclo[3.1.0]hexan-3-ol